methyl-5-ethoxy-N-(pyridin-2-yl)pyridine tert-Butyl-3-formyl-7,8-dihydro-1,6-naphthyridine-6(5H)-carboxylate C(C)(C)(C)OC(=O)N1CC=2C=C(C=NC2CC1)C=O.CC1N(C=C(C=C1)OCC)C1=NC=CC=C1